(2S,4r)-1-[(2S)-2-(4-cyclopropyl-triazol-1-yl)-3,3-dimethyl-butyryl]-4-hydroxy-N-[(1r,5S,6S,7r)-7-hydroxy-6-bicyclo[3.2.0]heptanyl]pyrrolidine-2-carboxamide C1(CC1)C=1N=NN(C1)[C@H](C(=O)N1[C@@H](C[C@H](C1)O)C(=O)N[C@H]1[C@H]2CCC[C@H]2[C@H]1O)C(C)(C)C